C(C1=CC=CC=C1)OC1=CC=C(C=C1)CCC#CC1=NC=CC=N1 2-(4-(4-(benzyloxy)phenyl)but-1-yn-1-yl)pyrimidine